cyclopropyl-1H-benzo[d]imidazole-6-carboxylic acid C1(CC1)N1C=NC2=C1C=C(C=C2)C(=O)O